6-(3-(4,4,5,5-tetramethyl-1,3,2-dioxaborolan-2-yl)phenyl)pyridin-2(1H)-one CC1(OB(OC1(C)C)C=1C=C(C=CC1)C1=CC=CC(N1)=O)C